C[C@@H]1N(CCN(C1)C1=NC=CC(=C1)B1OC(C(O1)(C)C)(C)C)C(=O)OC(C)(C)C tert-butyl (S)-2-methyl-4-(4-(4,4,5,5-tetramethyl-1,3,2-dioxaborolan-2-yl)pyridin-2-yl)piperazine-1-carboxylate